CN1N=C2C=CC(=CC2=C1)C=1N=C2C(=NC1)N=C(S2)N 6-(2-methyl-2H-indazol-5-yl)thiazolo[4,5-b]pyrazin-2-amine